COC(C(CC1=CC=C(C=C1)OC1=CC=CC=C1)NC(C)=O)=O acetylamino-3-(4-phenoxyphenyl)propionic acid methyl ester